CC=1NC2=C(C=CC(=C2C1C)C1=CC(=CC=C1)CNS(=O)(=O)C=C)C(=O)N 2,3-dimethyl-4-(3-(vinylsulfonylaminomethyl)phenyl)-1H-indole-7-carboxamide